3-dimethylbutyl-2-pyrrolidone CC(CCC)(C1C(NCC1)=O)C